C(C)(=O)N1CC(C2=NC(=C(C=C21)CC2=CC=C(C=C2)F)[C@H](COS(=O)(=O)C)O)(C)C |r| (RS)-methanesulfonic acid 2-[1-acetyl-6-(4-fluoro-benzyl)-3,3-dimethyl-2,3-dihydro-1H-pyrrolo[3,2-b]pyridin-5-yl]-2-hydroxy-ethyl ester